The molecule is a hydroxy monocarboxylic acid anion. It has a role as a Saccharomyces cerevisiae metabolite. It derives from a valerate. It is a conjugate base of a (2R,3R)-2,3-dihydroxy-3-methylpentanoic acid. CC[C@](C)([C@H](C(=O)[O-])O)O